Benzyl (S)-2-((S)-1-((S)-2-((tert-butoxycarbonyl) amino)-2-cyclohexylacetyl) pyrrolidine-2-carboxamido)-3,3-diphenylpropionate C(C)(C)(C)OC(=O)N[C@H](C(=O)N1[C@@H](CCC1)C(=O)N[C@H](C(=O)OCC1=CC=CC=C1)C(C1=CC=CC=C1)C1=CC=CC=C1)C1CCCCC1